7-(7-chloro-1-(methylamino)-2,3-dihydro-1H-inden-5-yl)-3-((1-(3-cyclopropyl-3-phenylpropionyl)-4-hydroxypiperidin-4-yl)methyl)thieno[3,4-d]pyrimidin-4(3H)-one ClC=1C=C(C=C2CCC(C12)NC)C=1SC=C2C1N=CN(C2=O)CC2(CCN(CC2)C(CC(C2=CC=CC=C2)C2CC2)=O)O